ClC1=CC=C(C=C1)CC(CC1=CC=C(C=C1)Cl)(S)S 1,3-bis(p-chlorophenyl)propane-2,2-dithiol